4-(4-(5-(pyridin-4-ylamino)-1H-imidazo[4,5-b]pyridin-2-yl)phenylamino)quinoline-6-carbonitrile N1=CC=C(C=C1)NC1=CC=C2C(=N1)N=C(N2)C2=CC=C(C=C2)NC2=CC=NC1=CC=C(C=C21)C#N